5-(2,2-difluorocyclopropyl)-N,N-bis(4-methoxybenzyl)pyridin-2-amine FC1(C(C1)C=1C=CC(=NC1)N(CC1=CC=C(C=C1)OC)CC1=CC=C(C=C1)OC)F